1-[3-(N,N-dimethylamino)propyl]-4-[(4-methoxyphenyl)thiomethyl]-1H-1,2,3-triazole CN(C)CCCN1N=NC(=C1)CSC1=CC=C(C=C1)OC